3-(3-chloro-5-(thiophen-3-yl)phenoxy)-1-((4-methyl-5-oxo-4,5-dihydro-1H-1,2,4-triazol-3-yl)methyl)-4-(trifluoromethyl)pyridin-2(1H)-one ClC=1C=C(OC=2C(N(C=CC2C(F)(F)F)CC2=NNC(N2C)=O)=O)C=C(C1)C1=CSC=C1